tert-butyl 6-(4-(2-chlorophenyl)-3-cyano-5,6,7,8-tetrahydro-1,7-naphthyridin-2-yl)-2,6-diazaspiro[3.4]octane-2-carboxylate ClC1=C(C=CC=C1)C1=C(C(=NC=2CNCCC12)N1CC2(CN(C2)C(=O)OC(C)(C)C)CC1)C#N